CC1=NC=CC=2C3=CC=C(C=C3N(C12)C)OC 1-methyl-7-methoxy-9-methyl-β-carboline